1-(3-Fluoro-1-methyl-1H-pyrazol-4-yl)-7-methoxy-8-(6-methoxypyridin-3-yl)-3-methyl-1,3-dihydroimidazo[4,5-c]-quinolin-2-one FC1=NN(C=C1N1C(N(C=2C=NC=3C=C(C(=CC3C21)C=2C=NC(=CC2)OC)OC)C)=O)C